2-(3-fluoro-5-(2-fluoropropan-2-yl)-2-methoxyphenyl)-2-((R)-3-((5-(4-methoxy-5,6,7,8-tetrahydro-1,8-naphthyridin-2-yl)pentyl)oxy)pyrrolidin-1-yl)acetic acid FC=1C(=C(C=C(C1)C(C)(C)F)C(C(=O)O)N1C[C@@H](CC1)OCCCCCC1=NC=2NCCCC2C(=C1)OC)OC